1H-benzo[d]imidazole-6-ol N1C=NC2=C1C=C(C=C2)O